N-(trans-4-ethoxycyclohexyl)-5-(3-(2-methoxyethyl)-2-methyl-3H-imidazo[4,5-b]pyridin-5-yl)pyrrolo[2,1-f][1,2,4]triazin-2-amine C(C)O[C@@H]1CC[C@H](CC1)NC1=NN2C(C=N1)=C(C=C2)C2=CC=C1C(=N2)N(C(=N1)C)CCOC